4-METHOXYESTRADIOL C[C@]12CC[C@H]3[C@H]([C@@H]1CC[C@@H]2O)CCC4=C3C=CC(=C4OC)O